FC1=C(C=C(C(=C1)I)OC)NC(C)=O N-(2-fluoro-4-iodo-5-methoxyphenyl)acetamide